C(#N)C1(CN(CC1)CC1=CN(C2=C1C=NC(=C2)NC(C)=O)C2=NC(=NC(=C2)CC)C(C)(F)F)C N-(3-((3-cyano-3-methylpyrrolidin-1-yl)methyl)-1-(2-(1,1-difluoroethyl)-6-ethylpyrimidin-4-yl)-1H-pyrrolo[3,2-c]pyridin-6-yl)acetamide